9-Chloro-6-isopropoxy-3-methyl-[1,2,4]triazolo[3,4-a]phthalazine ClC1=CC=C2C(=NN3C(C2=C1)=NN=C3C)OC(C)C